(R)-2-hydroxy-2-methyl-4-(2,4,5-trimethyl-3,6-dioxocyclohexa-1,4-dien-1-yl)butanamide O[C@@](C(=O)N)(CCC1=C(C(C(=C(C1=O)C)C)=O)C)C